5-amino-8-(2,6-dimethyl-4-pyridinyl)-2-[[(2R)-4-methylmorpholin-2-yl]methyl]-7-phenyl-[1,2,4]triazolo[4,3-c]pyrimidin-3-one NC1=NC(=C(C=2N1C(N(N2)C[C@H]2CN(CCO2)C)=O)C2=CC(=NC(=C2)C)C)C2=CC=CC=C2